(4aR,8aS)-6-(4-((4-Fluorophenyl)(methoxy)methyl)piperidine-1-carbonyl)hexahydro-2H-pyrido[4,3-b][1,4]oxazin-3(4H)-one FC1=CC=C(C=C1)C(C1CCN(CC1)C(=O)N1C[C@@H]2[C@@H](OCC(N2)=O)CC1)OC